di-tert-butyl ((3R,5S)-5-(((S)-1-(4-cyanophenyl) ethyl) carbamoyl)-1-((R)-2-(3-(2,2-diethoxyethoxy) isoxazol-5-yl)-3-methylbutanoyl) pyrrolidin-3-yl) phosphate P(=O)(OC(C)(C)C)(OC(C)(C)C)O[C@H]1CN([C@@H](C1)C(N[C@@H](C)C1=CC=C(C=C1)C#N)=O)C([C@H](C(C)C)C1=CC(=NO1)OCC(OCC)OCC)=O